ClC=1C=CC2=C(C=C(O2)C(=O)NN2CCC(CC2)C(=O)NNC(=O)[C@@H]2C[C@@H](C2)OC(F)(F)F)C1 5-chloro-N-(4-(2-(cis-3-(trifluoromethoxy)cyclobutanecarbonyl)hydrazinecarbonyl)piperidin-1-yl)benzofuran-2-carboxamide